BrC=1C=C(C=C2CCCN(C12)[C@H]1C[C@](N(C1)C(=O)OC(C)(C)C)(C)CO)Cl (2R,4S)-tert-butyl 4-(8-bromo-6-chloro-3,4-dihydroquinolin-1(2H)-yl)-2-(hydroxymethyl)-2-methylpyrrolidine-1-carboxylate